BrCC1=CC(=C2CCN(C(C2=C1)=O)CC1=CC(=CC(=C1)OC)OC)C=1C(=NC=CC1)C(F)(F)F 7-(bromomethyl)-2-(3,5-dimethoxybenzyl)-5-(2-(trifluoromethyl)pyridin-3-yl)-3,4-dihydroisoquinolin-1(2H)-one